3-[(2-bromo-3-fluoro-4-pyridinyl)methyl]-7-hydroxy-4-methyl-chromen-2-one BrC1=NC=CC(=C1F)CC=1C(OC2=CC(=CC=C2C1C)O)=O